6-bromo-4-chloro-2-(2,5-difluorobenzyl)-2H-indazole BrC=1C=C(C2=CN(N=C2C1)CC1=C(C=CC(=C1)F)F)Cl